PHThALANILIDE C(C=1C(C(=O)NC2=CC=CC=C2)=CC=CC1)(=O)NC1=CC=CC=C1